N-(4,4-difluorocyclohexyl)-3-[4-({[3-(2-isopropylphenyl)-4-oxo-1,3-thiazolidin-2-ylidene]hydrazono}methyl)phenyl]-1-methyl-1H-1,2,4-triazole-5-carboxamide FC1(CCC(CC1)NC(=O)C1=NC(=NN1C)C1=CC=C(C=C1)C=NN=C1SCC(N1C1=C(C=CC=C1)C(C)C)=O)F